4-methoxy-6-(1-methyl-1H-pyrazol-4-yl)pyrazolo[1,5-a]pyridine-3-carbonitrile COC=1C=2N(C=C(C1)C=1C=NN(C1)C)N=CC2C#N